4-chloro-3-[[1-(2-methylpropyl)pyrazol-4-yl]methyl]benzonitrile ClC1=C(C=C(C#N)C=C1)CC=1C=NN(C1)CC(C)C